C(C1=CC=CC=C1)OC1=CC=2N(C=C1)N=C(C2C(=O)NC(C(=O)N)(CO)C)C 2-{[5-(benzyloxy)-2-methylpyrazolo[1,5-a]pyridin-3-yl]formamido}-3-hydroxy-2-methylpropanamide